CN1N=CC=2C1=NC(=CC2N2CC1=C(CC2)N(N=C1C)CC12CCC(CC1)(CC2)N2C(CN(CC2)C)=O)C 1-(4-((5-(1,6-dimethyl-1H-pyrazolo[3,4-b]pyridin-4-yl)-3-methyl-4,5,6,7-tetrahydro-1H-pyrazolo[4,3-c]pyridin-1-yl)methyl)bicyclo[2.2.2]oct-1-yl)-4-methylpiperazin-2-one